OC(=O)C(F)(F)F.C1N(CC12CNC2)C(CO)=O 1-(2,6-diazaspiro[3.3]heptan-2-yl)-2-hydroxy-ethanone TFA salt